BrC1=CC=C(OC[C@@H](C)O)C=C1 (R)-1-(4-bromophenoxy)propan-2-ol